1-(7-cyano-6-isobutyl-benzo[b]thiophen-2-yl)-1H-pyrazole-4-carboxylic acid C(#N)C1=C(C=CC2=C1SC(=C2)N2N=CC(=C2)C(=O)O)CC(C)C